ClC=1C=C(C(=O)O)C=C(C1OC)S(NC1=C(C=CC(=C1)C1=C(C=CC(=C1)F)CCO)C(F)(F)F)(=O)=O 3-Chloro-5-[[5-[5-fluoro-2-(2-hydroxyethyl)phenyl]-2-(trifluoromethyl)phenyl]sulfamoyl]-4-methoxy-benzoic acid